9-(4-methoxyphenyl)-3,4-dihydropyrido[2,1-c][1,2,4]thiadiazine 2,2-dioxide COC1=CC=C(C=C1)C1=CC=CN2C1=NS(CC2)(=O)=O